BrCCCCC(=O)NCCNC1=C2C(N(C(C2=CC=C1)=O)C1C(NC(CC1)=O)=O)=O 5-bromo-N-(2-((2-(2,6-dioxopiperidin-3-yl)-1,3-dioxoisoindolin-4-yl)amino)ethyl)pentanamide